BrC1=C(C=NN(C1=O)COCC[Si](C)(C)C)N[C@H](COCCC(=O)O)C (S)-3-(2-((5-bromo-6-oxo-1-((2-(trimethylsilyl)ethoxy)methyl)-1,6-Dihydropyridazin-4-yl)amino)propoxy)propionic acid